IC(CCCC)CCCCCCCCCCCCC 5-iodo-octadecane